(S)-N-(1-(((6-amino-2-methylpyridin-3-yl)methyl)amino)-1-oxopropan-2-yl)-3-benzyl-1H-pyrazole-5-carboxamide NC1=CC=C(C(=N1)C)CNC([C@H](C)NC(=O)C1=CC(=NN1)CC1=CC=CC=C1)=O